C1(O)=C(O)C(=CC=C1)N pyrocatecholamine